C(CCC=O)C/C=C\\C[C@H](/C=C/C=C/C=C\\[C@H](CCCC(=O)O)O)O The molecule is a leukotriene that is leukotriene B4 bearing an additional oxo substituent at position 20. It has a role as a metabolite. It is a leukotriene, a dihydroxy monocarboxylic acid, a hydroxyaldehyde, a polyunsaturated fatty acid, a long-chain fatty acid and an omega-oxo fatty acid. It derives from an icosa-6,8,10,14-tetraenoic acid. It is a conjugate acid of a 20-oxoleukotriene B4(1-).